C(N(C(SCCCC)=S)CCCC)N(C(SCCCC)=S)CCCC.C(C=CC=CC=CC=CC=CCCCCCCCCC)(=O)N[C@@H](C(C)C)C(=O)O N-eicosapentaenoyl-valine methylenebis(dibutyldithiocarbamate)